hydroxy-methyl-naphthalate OC=1C(=C(C2=CC=CC=C2C1)C(=O)[O-])C